CN1C[C@@H](CCC1)C(=O)OC[C@H](N(C1=NC2=C(C(=CC=C2C(=C1)N1C=NC=C1)Cl)Cl)C)C(=O)O methyl-(7,8-dichloro-4-(1H-imidazol-1-yl)quinolin-2-yl)serine (3R)-3-methylpiperidine-3-carboxylate